COCC[N+]1(CCCC1)C N-(methoxyethyl)-1-methylpyrrolidinium